3-(1-oxo-5-(2,7-diazaspiro[3.5]nonan-7-yl)isoindolin-2-yl)piperidine-2,6-dione O=C1N(CC2=CC(=CC=C12)N1CCC2(CNC2)CC1)C1C(NC(CC1)=O)=O